(R)-3-(3'-ethoxy-4'-(7-oxo-6,7-dihydro-3H-[1,2,3]triazolo[4,5-d]pyrimidin-5-yl)-[1,1'-biphenyl]-3-yl)-2-hydroxypropionic acid C(C)OC=1C=C(C=CC1C=1NC(C2=C(N1)NN=N2)=O)C2=CC(=CC=C2)C[C@H](C(=O)O)O